isothiocyanato-5'-methyl-6',7'-dihydro-5'H-spiro[cyclopropane-1,4'-pyrazolo[1,5-a]pyrazin] N(=C=S)C1=NN2C(C3(N(CC2)C)CC3)=C1